C(N)(OC[C@H]1[C@@]2(N(C=3C(C(=C(C(C13)=O)N)C)=O)C[C@H]1[C@@H]2N1)OC)=O ((1aS,8S,8aR,8bS)-6-amino-8a-methoxy-5-methyl-4,7-dioxo-1,1a,2,4,7,8,8a,8b-octahydroazirino[2',3':3,4]pyrrolo[1,2-a]indol-8-yl)methyl carbamate